S1C(=CC=C1)N(N)C(=O)OC(C)(C)C tert-Butyl 1-(2-thienyl)hydrazinecarboxylate